[(2R,5S)-2-methyl-5-[4-(4-methylpiperazin-1-yl)phenyl]piperazin-1-yl]-[1-(trifluoromethyl)cyclopropyl]methanone C[C@H]1N(C[C@@H](NC1)C1=CC=C(C=C1)N1CCN(CC1)C)C(=O)C1(CC1)C(F)(F)F